6-[4-[(S and R)-(2-methoxy-4-pyridyl)-phenyl-methyl]piperidine-1-carbonyl]-4H-1,4-benzoxazin-3-one COC1=NC=CC(=C1)[C@@H](C1CCN(CC1)C(=O)C=1C=CC2=C(NC(CO2)=O)C1)C1=CC=CC=C1 |r|